(R)-N4-(1-((tert-butyldimethylsilyl)oxy)-2-methylhex-2-yl)-7-(4-chlorobenzyl)-N2-(2,4-dimethoxybenzyl)pyrido[4,3-d]pyrimidine-2,4-diamine [Si](C)(C)(C(C)(C)C)OC[C@](CCCC)(C)NC=1C2=C(N=C(N1)NCC1=C(C=C(C=C1)OC)OC)C=C(N=C2)CC2=CC=C(C=C2)Cl